ClC=1C=C(C=CC1C1(COC1)N[S@](=O)C(C)(C)C)CC(=O)OCC |r| 1-(±)-Ethyl 2-(3-chloro-4-(3-(1,1-dimethylethylsulfinamido)oxetan-3-yl)phenyl)acetate